6-((7-(trifluoromethyl)quinolin-4-yl)thio)hexanal FC(C1=CC=C2C(=CC=NC2=C1)SCCCCCC=O)(F)F